CC1=CC=C(C2=C1OCC21CC1)OC=1N=CC(=NC1)N1C(NC2(CCC2)C1=O)=O 7-[5-(7-Methylspiro[2H-benzofuran-3,1'-cyclopropan]-4-yl)oxypyrazin-2-yl]-5,7-diazaspiro[3.4]octan-6,8-dion